N-[5-(2-chloro-5-cyanophenyl)-1-trityl-1H-indazol-3-yl]-1-propylpiperidine-4-carboxamide ClC1=C(C=C(C=C1)C#N)C=1C=C2C(=NN(C2=CC1)C(C1=CC=CC=C1)(C1=CC=CC=C1)C1=CC=CC=C1)NC(=O)C1CCN(CC1)CCC